C(CCCC)(=O)OC=1C=C2CCN(CC2=CC1)C1=C(C=C(C=C1)C(F)(F)F)N(C(C1=CC=C(C=C1)OCCN1CCCCCC1)=O)CC 2-(2-(4-(2-(azepan-1-yl) ethoxy)-N-ethylbenzamido)-4-(trifluoromethyl) phenyl)-1,2,3,4-tetrahydroisoquinolin-6-yl pentanoate